CN(C1CN(C1)C1=NC=C(C=C1NS(=O)(=O)C)B1OC(C(O1)(C)C)(C)C)C N-(2-(3-(Dimethylamino)azetidin-1-yl)-5-(4,4,5,5-tetramethyl-1,3,2-dioxaborolan-2-yl)pyridin-3-yl)methanesulfonamide